CC(C(=O)OCCCCCCOC1=CC=C(C=C1)\C=C\C(=O)OC)=C 4-[(E)-3-methoxy-3-oxo-prop-1-enyl]phenoxyhexyl 2-methylprop-2-enoate